tert-butyl (1R,5S)-3-(7-chloro-8-fluoro-2-(2-methoxy-2-oxoethoxy)pyrido[4,3-d]pyrimidin-4-yl)-3,8-diazabicyclo[3.2.1]octane-8-carboxylate ClC1=C(C=2N=C(N=C(C2C=N1)N1C[C@H]2CC[C@@H](C1)N2C(=O)OC(C)(C)C)OCC(=O)OC)F